C(CCCCCCCCCCCCCCCCCCCCCCCCCCCCCCCCCCCCCCC)(=O)OCCCCCCCCCCCCCCCC(C)C isostearyl tetracontanoate